C(C)(C)OC(NC1=CC(=CC=C1)Cl)=O isopropyl-(3-chlorophenyl)carbamate